4-(5-(1-methyl-1H-pyrazol-4-yl)thieno[3,2-b]pyridin-3-yl)pyridin-2-ol HCl Cl.CN1N=CC(=C1)C1=CC=C2C(=N1)C(=CS2)C2=CC(=NC=C2)O